4-((tetrahydrofuran-3-yl)oxy)phenol O1CC(CC1)OC1=CC=C(C=C1)O